tert-butyl 6-(8,11-dioxadispiro[3.2.47.24]tridecan-2-yloxy)pyridazine-3-carboxylate C1C(CC12CCC1(OCCO1)CC2)OC2=CC=C(N=N2)C(=O)OC(C)(C)C